[6-(5-cyclopropyl-4H-1,2,4-triazol-3-yl)-2-azaspiro[3.3]heptan-2-yl]-[3-[[4-(trifluoromethoxy)phenyl]methoxy]azetidin-1-yl]methanone C1(CC1)C=1NC(=NN1)C1CC2(CN(C2)C(=O)N2CC(C2)OCC2=CC=C(C=C2)OC(F)(F)F)C1